4-isopropyl-5-(8-methyl-[1,2,4]triazolo[1,5-a]pyridin-6-yl)-N-(1-neopentylpiperidin-4-yl)-1H-pyrazole-3-carboxamide C(C)(C)C=1C(=NNC1C=1C=C(C=2N(C1)N=CN2)C)C(=O)NC2CCN(CC2)CC(C)(C)C